BrC=1C=CC(=C(C1)O)SC 5-bromo-2-(methylthio)phenol